1-(6-((3-chloro-2-methoxypyridin-4-yl)thio)pyrido[2,3-b]pyrazin-2-yl)-4-methylpiperidin-4-amine ClC=1C(=NC=CC1SC=1C=CC=2C(=NC=C(N2)N2CCC(CC2)(N)C)N1)OC